(2S)-4-hydroxy-1-(5-oxo-5-undecyloxy-pentyl)pyrrolidine-2-carboxylic acid [8-(1-octylnonyloxy)-8-oxo-octyl] ester C(CCCCCCC)C(CCCCCCCC)OC(CCCCCCCOC(=O)[C@H]1N(CC(C1)O)CCCCC(OCCCCCCCCCCC)=O)=O